CC1(C(C(C=2C(CCCC12)=O)(C)C)C)C 1,2,3,5,6,7-Hexahydro-1,1,2,3,3-pentamethyl-4H-inden-4-on